CC1C(OC2C1CCC(C2)C)=O 3,6-Dimethylhexahydro-1-benzofuran-2(3H)-one